O[C@@H]1[C@@H](CCCC1)C1=CC=C(C(=O)OC)C=C1 |r| racemic-methyl 4-((1S*,2S*)-2-hydroxycyclohexyl)benzoate